N[C@@H]1[C@@H](OCC12CCN(CC2)C=2N=C(C(=NC2CO)SC2=C(C(=NC=C2)N2CC(C2)O)Cl)C)C 1-[4-({5-[(3S,4S)-4-amino-3-methyl-2-oxa-8-azaspiro[4.5]dec-8-yl]-6-(hydroxymethyl)-3-methylpyrazin-2-yl}mercapto)-3-chloropyridin-2-yl]azetidin-3-ol